N-lauroyl-N-methyl-beta-alanine potassium salt [K+].C(CCCCCCCCCCC)(=O)N(CCC(=O)[O-])C